C1(CC1)C(=O)NC12CC(C1)(C2)C(=O)O 3-(cyclopropanecarboxamido)bicyclo[1.1.1]pentane-1-carboxylic acid